(R)-N-(1-hydroxy-3-(methylsulfonyl)propan-2-yl)-2-methyl-5-((2-methylthiazol-5-yl)methoxy)benzofuran-3-carboxamide OC[C@H](CS(=O)(=O)C)NC(=O)C1=C(OC2=C1C=C(C=C2)OCC2=CN=C(S2)C)C